(S)-tert-butyl 3-((7-(8-chloronaphthalen-1-yl)-8-fluoro-2-(((S)-1-methylpyrrolidin-2-yl)methoxy)pyrido[4,3-d]pyrimidin-4-yl)(methyl)amino)pyrrolidine-1-carboxylate ClC=1C=CC=C2C=CC=C(C12)C1=C(C=2N=C(N=C(C2C=N1)N([C@@H]1CN(CC1)C(=O)OC(C)(C)C)C)OC[C@H]1N(CCC1)C)F